ClC1=NN(C(C=2C1=CN(C(C2)=O)C2(CN(CC2)C(=O)OC(C)(C)C)C(F)(F)F)=O)C tert-butyl 3-(4-chloro-2-methyl-1,7-dioxo-1,7-dihydropyrido[3,4-d]pyridazin-6(2H)-yl)-3-(trifluoromethyl)pyrrolidine-1-carboxylate